ClC=1C(=NC(=NC1)NC=1C=NN(C1)C)NC1CC(CCC1)NC(C(=C)F)=O N-(3-((5-chloro-2-((1-methyl-1H-pyrazol-4-yl)amino)pyrimidin-4-yl)amino)cyclohexyl)-2-fluoroacrylamide